(S)-(+)-leucinol CC(C)C[C@@H](CO)N